(Z)-1-phenyl-3-((phenylamino)(thiophen-2-yl)methylene)-1,3-dihydro-2H-inden-2-one C1(=CC=CC=C1)C1C(\C(\C2=CC=CC=C12)=C(\C=1SC=CC1)/NC1=CC=CC=C1)=O